N-[(2S,3R)-2-[([1,1'-biphenyl]-3-yl)methyl]-4,4-difluoro-1-(oxetane-2-carbonyl)-pyrrolidin-3-yl]methanesulfonamide C1(=CC(=CC=C1)C[C@@H]1N(CC([C@@H]1NS(=O)(=O)C)(F)F)C(=O)C1OCC1)C1=CC=CC=C1